CC1(COC2=CC(=CC=C2C1NC(O[C@@H]1CN2CCC1CC2)=O)C2=CC(=CC=C2)C=C)C (S)-quinuclidin-3-yl (3,3-dimethyl-7-(3-vinylphenyl)chroman-4-yl)carbamate